2-[4-bromo-2-(4-methyl-1,2-oxazol-3-yl)phenoxy]acetic acid BrC1=CC(=C(OCC(=O)O)C=C1)C1=NOC=C1C